ethyl 4-[4-fluoro-6-methoxy-5-(2-trimethylsilylethoxymethoxy)benzothiophen-2-yl]-4-oxo-butanoate FC1=C(C(=CC2=C1C=C(S2)C(CCC(=O)OCC)=O)OC)OCOCC[Si](C)(C)C